2-(benzo[d][1,3]dioxol-5-yl)-4-(thiophen-2-ylmethylene)oxazol-5(4H)-one O1COC2=C1C=CC(=C2)C=2OC(C(N2)=CC=2SC=CC2)=O